1-(3-((4,4-bis(octyloxy)butanoyl)oxy)-2-(((4-(((2-(pyrrolidin-1-yl)ethyl)carbamoyl)oxy)decanoyl)oxy)methyl)propyl) 7-(3-pentyloctyl) heptanedioate C(CCCCCC(=O)OCCC(CCCCC)CCCCC)(=O)OCC(COC(CCC(OCCCCCCCC)OCCCCCCCC)=O)COC(CCC(CCCCCC)OC(NCCN1CCCC1)=O)=O